NC=1SCC2(N1)COCC1=CC=C(C=C12)NS(=O)(=O)C1=CC=C(C=C1)Br N-(2'-amino-5'H-spiro[isochroman-4,4'-thiazol]-6-yl)-4-bromobenzenesulfonamide